BrC1=CC=C(C=C1)C(CCC)N1CCN(CC1)C1=CC(=C(C(=O)NS(=O)(=O)C2=CC(=C(C=C2)NCC2CCOCC2)[N+](=O)[O-])C=C1)OC=1C=C2C=CNC2=CC1 4-[4-[1-(4-bromophenyl)butyl]piperazin-1-yl]-2-(1H-indol-5-yloxy)-N-[3-nitro-4-(tetrahydropyran-4-ylmethylamino)phenyl]sulfonyl-benzamide